methyl (2-amino-5-(thiophen-2-yl)phenyl)carbamate NC1=C(C=C(C=C1)C=1SC=CC1)NC(OC)=O